FC1=CC(=C(C=C1C1=CCCN(C1)C1=NC=CC=N1)NC(=O)C1=CN(C(C=C1C(F)(F)F)=O)C)N1C[C@H](N([C@H](C1)C)C)C |r| N-[4-fluoro-5-(1-pyrimidin-2-yl-3,6-dihydro-2H-pyridin-5-yl)-2-[rac-(3R,5S)-3,4,5-trimethylpiperazin-1-yl]phenyl]-1-methyl-6-oxo-4-(trifluoromethyl)pyridine-3-carboxamide